COCCO[C@H]1C[C@@H](CCC1)CC(=O)N 2-((1r,3r)-3-(2-methoxyethoxy)cyclohexyl)acetamide